NC1=NC=CC=C1C1=NC=2C(=NC(=CC2)C2=CC=CC=C2)N1C1=CC=C(CN2CCN(CCC2)C2=NC(=NC=N2)C#N)C=C1 4-(4-(4-(2-(2-aminopyridin-3-yl)-5-phenyl-3H-imidazo[4,5-b]pyridin-3-yl)benzyl)-1,4-diazepan-1-yl)-1,3,5-triazine-2-carbonitrile